C(=C\C)/C1=CC=C(C=C1)NC1=NC=NC2=CC(=C(C=C12)OCCCCl)OCCCCl 4-[4-(E)-(propen-1-yl)phenylamino]-6,7-bis(3-chloropropoxy)quinazoline